C(#N)C1=CC(=NC=C1)C#C\C=C/1\C(N(CC1)C(=O)OCC)(C)C ethyl (3E)-3-[3-(4-cyanopyridin-2-yl)prop-2-yn-1-ylidene]-2,2-dimethylpyrrolidine-1-carboxylate